(3-(3-methylbenzoyl)-2-(m-tolyl)indolizin-1-yl)pyridin-2(1H)-one CC=1C=C(C(=O)C2=C(C(=C3C=CC=CN23)N2C(C=CC=C2)=O)C=2C=C(C=CC2)C)C=CC1